Cl.C1(=CC=CC=C1)C=1C(N(N=CC1)CC1CCN(CC1)CC1COCCC1)=O 4-phenyl-2-((1-((tetrahydro-2H-pyran-3-yl)methyl)piperidin-4-yl)methyl)pyridazin-3(2H)-one hydrochloride